2-methyl-1-(4-methylsulfanyl-phenyl)-2-morpholin-4-ylpropan-1-one CC(C(=O)C1=CC=C(C=C1)SC)(C)N1CCOCC1